CC1(CC(CCC1)OC([C@@H](N)C)=O)C L-alanine 3,3-dimethylcyclohexyl ester